C(=O)=C1OC2=C(C(N1CCCCCCCC(=O)OCC)=C=O)C=CC=C2 ethyl (8-(2,4-dicarbonyl-2H-benzo[e][1,3]oxazin-3(4H)-yl) octanoate)